ClC1=C(C2=C(SC3=C2N=CN=C3NCC3=C(C=C(C=C3)C(C)(C)O)F)N=C1C)C 2-[4-[[(8-chloro-7,9-dimethyl-pyrido[3',2':4,5]thieno[3,2-d]pyrimidin-4-yl)amino]methyl]-3-fluoro-phenyl]propan-2-ol